C(C)C1=CC=C(C=C1)C(C)C1OCC(CO1)(C=O)C 2-[1-(4-ethylphenyl)ethyl]-5-methyl-1,3-dioxane-5-carbaldehyde